FC=1C=C(O[C@@H](C(=O)N2CCC3(CS(C3)(=O)=O)CC2)C)C=CC1F (R)-2-(3,4-difluorophenoxy)-1-(2,2-dioxo-2-thia-7-azaspiro[3.5]nonan-7-yl)propan-1-one